N1CCC(CC1)C(=O)NC1=C(C(=O)[O-])C=CC=C1 (piperidine-4-carboxamido)benzoate